CN(C1=NC=2N(C3=CC(=CC=C13)N)C=NN2)C2=CC=CC=C2 N5-methyl-N5-Phenyl-[1,2,4]triazolo[4,3-a]quinazoline-5,8-diamine